O=C1N(CCC1)C1=CC=C(C=C1)C=1C=C(C=NC1)C1=CNC(C=C1)=O 5'-(4-(2-oxopyrrolidin-1-yl)phenyl)-[3,3'-bipyridin]-6(1H)-one